C(C1=CC=CC=C1)OC[C@H](C)OC1=C(OC(C=C1C1=NC=CC=C1OC)=O)C(=O)NC=1SC(=NN1)N1N=CC=C1NC(C)=O [(2S)-1-(benzyloxy)propan-2-yl]oxy-N-[5-(5-acetamidopyrazol-1-yl)-1,3,4-thiadiazol-2-yl]-4-(3-methoxypyridin-2-yl)-6-oxopyran-2-carboxamide